3,3,3-trifluoropropylmethyl carbonate C(OCCCC(F)(F)F)([O-])=O